1-[[6-(trifluoromethyl)-3-pyridyl]methyl]cyclopropanecarbaldehyde FC(C1=CC=C(C=N1)CC1(CC1)C=O)(F)F